Methyl 5-amino-2,4-dimethylbenzoate NC=1C(=CC(=C(C(=O)OC)C1)C)C